C(C)(C)(C)N(C(O)=O)[C@H]1CNC[C@@H](C1)F.ClC1=C(C=C(OCC(=O)NC23CC(C2)(C3)NC(\C=C\C3=NC=CC=C3)=O)C=C1)F (2E)-N-{3-[2-(4-chloro-3-fluorophenoxy)acetylamino]bicyclo[1.1.1]pentan-1-yl}-3-(pyridin-2-yl)propan-2-enamide tert-butyl-((3R,5R)-5-fluoropiperidin-3-yl)carbamate